FC(C1=NC=CC(=C1)C1=NOC(=N1)[C@H](C)NC(C1=CC=NC=C1)=O)(F)F (S)-N-(1-(3-(2-(trifluoromethyl)pyridin-4-yl)-1,2,4-oxadiazol-5-yl)ethyl)isonicotinamide